F[C@@H]1C[C@@]2(CCCN2C1)COC=1N=CC2=C(N1)C(=C(N=C2NC2=CC(=CC=C2)C2OC2)C2=CC(=CC1=CC=C(C(=C21)C#C)F)O)F 4-(2-{[(2R,7aS)-2-fluoro-hexahydropyrrolizin-7a-yl]methoxy}-8-fluoro-5-{[3-(oxiran-2-yl)phenyl]amino}pyrido[4,3-d]pyrimidin-7-yl)-5-ethynyl-6-fluoronaphthalen-2-ol